ethyl 10-iodo-6-isopropyl-9-(3-methoxypropoxy)-2-oxo-6,7-dihydro-2H-pyrido[2,1-a]isoquinoline-3-carboxylate IC1=C(C=C2CC(N3C(C2=C1)=CC(C(=C3)C(=O)OCC)=O)C(C)C)OCCCOC